C1(CCCC1)=CCC/C(=C/CC/C(=C/CC[C@]1(OC2=C(C(=C(C(=C2CC1)C)O)C)C)C)/C)/C (R)-2-((3E,7E)-11-cyclopentylidene-4,8-dimethylundeca-3,7-dien-1-yl)-2,5,7,8-tetramethylchroman-6-ol